OCC1=CC=C(C=C1)CCC(=O)O 3-(4-(hydroxymethyl)phenyl)propanoic acid